FC(CNC(=O)C1=CC=C(C(=N1)F)C=1CCNCC1)F N-(2,2-difluoroethyl)-2-fluoro-1',2',3',6'-tetrahydro-[3,4'-bipyridine]-6-carboxamide